1-(3-(p-tolyl)prop-2-yn-1-yl)indol C1(=CC=C(C=C1)C#CCN1C=CC2=CC=CC=C12)C